N-[(4S)-chroman-4-yl]-4-(dimethylamino)-8-[(1S)-tetralin-1-yl]-1,7-naphthyridine-3-carboxamide O1CC[C@@H](C2=CC=CC=C12)NC(=O)C=1C=NC2=C(N=CC=C2C1N(C)C)[C@H]1CCCC2=CC=CC=C12